(R)-6-fluoro-1-(3-fluoro-4-hydroxyphenyl)-4-oxo-7-(2-((pyridin-2-yloxy)methyl)pyrrolidin-1-yl)-1,4-dihydroquinoline-3-carboxylic acid FC=1C=C2C(C(=CN(C2=CC1N1[C@H](CCC1)COC1=NC=CC=C1)C1=CC(=C(C=C1)O)F)C(=O)O)=O